FC1=C(C(=O)N([C@H]2CNCCC2)C2=NC=CC3=CC=CC(=C23)C)C=CC(=C1)NC1=NC=CC(=N1)\C=C\COC (R,E)-2-fluoro-4-((4-(3-methoxyprop-1-en-1-yl)pyrimidin-2-yl)amino)-N-(8-methylisoquinolin-1-yl)-N-(piperidin-3-yl)benzamide